CC=1OC=C(N1)C(=O)O 2-METHYL-1,3-OXAZOLE-4-CARBOXYLIC ACID